NC1CC(C1)OC1=CC=C(C=C1)C(C)(C)C1=CC=C(OCC2=NC(=NC=C2)N2C[C@H](N([C@H](C2)C)C(=O)OC(C)(C)C)C)C=C1 tert-butyl (2R,6S)-4-(4-((4-(2-(4-((1s,3s)-3-aminocyclobutyloxy)phenyl) propan-2-yl)phenoxy)methyl)pyrimidin-2-yl)-2,6-dimethylpiperazin-1-carboxylate